diethyl-biphenol C(C)C=1C(=C(C(=CC1)O)C=1C(=CC=CC1)O)CC